C(C)(C)(C)OC(=O)N1C[C@@H](CCC1)NC1=[N+](C=CC=C1C(=O)OC)[O-] (R)-2-((1-(tert-butoxycarbonyl)piperidin-3-yl)amino)-3-(methoxycarbonyl)pyridine-1-oxide